CC1=C(C(=NO1)N)C(F)(F)F 5-methyl-4-(trifluoromethyl)isoxazol-3-amine